C(=O)(O)[C@H](CC(=O)N1CC2=C(C(=C(C(=C2C1)Cl)OCCCOC1=CC2=C(SC(=C2)C(C[C@@H](C(=O)O)C)=O)C(=C1OC)Cl)OC)F)C (S)-4-(5-(3-((2-((S)-3-carboxybutanoyl)-4-chloro-7-fluoro-6-methoxyisoindolin-5-yl)oxy)propoxy)-7-chloro-6-methoxybenzo[b]thiophen-2-yl)-2-methyl-4-oxobutanoic acid